6-(4-hydroxybenzoyl)-2-trifluoromethyl-2H-1-benzopyran-3-carboxylic acid OC1=CC=C(C(=O)C=2C=CC3=C(C=C(C(O3)C(F)(F)F)C(=O)O)C2)C=C1